1-(N,N-dimethylaminosulfonyl)-1H-1,2,4-triazole-3-sulfonyl chloride CN(S(=O)(=O)N1N=C(N=C1)S(=O)(=O)Cl)C